N-n-propylthiophosphoric triamide C(CC)NP(N)(N)=S